5-imidazolyl-1,3,4-trihydropyridine-2-one N1C(=NC=C1)C=1CCC(NC1)=O